CC1=C(C=C2C(=N1)N=C(S2)NC2CC(NC(C2)(C)C)(C)C)C2=CC1=CN(N=C1C=C2)C methyl-6-(2-methyl-2H-indazol-5-yl)-N-(2,2,6,6-tetramethylpiperidin-4-yl)[1,3]thiazolo[4,5-b]pyridin-2-amine